(2S,4r)-1-[(2S)-2-[4-[(dimethylcarbamoylamino)methyl]triazol-1-yl]-3,3-dimethyl-butyryl]-4-hydroxy-N-methyl-pyrrolidine-2-carboxamide CN(C(=O)NCC=1N=NN(C1)[C@H](C(=O)N1[C@@H](C[C@H](C1)O)C(=O)NC)C(C)(C)C)C